CC(CC(=O)O)CC 3-methyl-Pentanoic acid